C1(=CC=CC=C1)C(CC(=O)C1=CC=C(C=C1)C(C)C)=O 1-phenyl-3-(4'-isopropylphenyl)propane-1,3-dione